CS(=O)(=O)C1=CN=C2N1C=CC=C2 3-(methylsulfonyl)imidazo[1,2-a]pyridin